C(C)(C)(C)OC(=O)N1[C@H]2CN(C[C@@H]1CC2)C2=C(C(=CC=C2)C(=O)OC)N.N2=C1C(=CC=C2)CC(C1)NC1=NC=C(C=N1)C(=O)NN 2-((6,7-Dihydro-5H-cyclopenta[b]pyridin-6-yl)amino)pyrimidine-5-carbohydrazide tert-butyl-(1R,5S)-3-(2-amino-3-methoxycarbonyl-phenyl)-3,8-diazabicyclo[3.2.1]octane-8-carboxylate